copper oxalate lithium [Li+].C(C(=O)[O-])(=O)[O-].[Cu+2]